fluoro-5'-isopropyl-2'-methoxy-4-trifluoromethyl-1,1'-biphenyl FC1=C(C=CC(=C1)C(F)(F)F)C1=C(C=CC(=C1)C(C)C)OC